4,5,6,7-tetrahydro-2H-pyrazolo[4,3-c]pyridine-3-carboxylic acid N=1NC(=C2CNCCC21)C(=O)O